(E)-N-(2-ethyl-5-(4-(4-(4-oxopent-2-enoyl)piperazin-1-yl)quinazolin-6-yl)pyridin-3-yl)-2,4-difluorobenzenesulfonamide C(C)C1=NC=C(C=C1NS(=O)(=O)C1=C(C=C(C=C1)F)F)C=1C=C2C(=NC=NC2=CC1)N1CCN(CC1)C(\C=C\C(C)=O)=O